tert-Butyl (3-(3-(2,4-dioxotetrahydropyrimidin-1(2H)-yl)benzofuran-6-yl)prop-2-yn-1-yl)carbamate O=C1N(CCC(N1)=O)C1=COC2=C1C=CC(=C2)C#CCNC(OC(C)(C)C)=O